N-(2-fluoro-4-methoxyphenyl)-6-(1H-pyrrolo[2,3-b]pyridin-3-yl)quinazolin-4-amine FC1=C(C=CC(=C1)OC)NC1=NC=NC2=CC=C(C=C12)C1=CNC2=NC=CC=C21